OC1=CC=C(C=C1)C(C(=O)O)C1=CC=C(C=C1)O 2,2-bis(p-hydroxyphenyl)acetic acid